C1(CC1)CN1C(=CC=2C1=NC=CC2)C2=NC1=C(N2C)C=CC(=C1)C(=O)N1C[C@H]([C@H](CC1)OC)NC(OC(C)(C)C)=O tert-butyl N-[(3R,4S)-1-{2-[1-(cyclopropylmethyl)-1H-pyrrolo[2,3-b]pyridin-2-yl]-1-methyl-1H-1,3-benzodiazole-5-carbonyl}-4-methoxypiperidin-3-yl]carbamate